N-butoxycarbonyl-3-(4-imidazol-1-ylmethyl-phenyl)-5-isobutylthiophene-2-sulfonamide C(CCC)OC(=O)NS(=O)(=O)C=1SC(=CC1C1=CC=C(C=C1)CN1C=NC=C1)CC(C)C